C1(CC1)C1=CC(=NN1)NC1=NC(=NC2=CC=CC=C12)NC1=CC=C(C=C1)S(=O)(=O)N(C)C 4-((4-((5-cyclopropyl-1H-pyrazol-3-yl)amino)quinazolin-2-yl)amino)-N,N-dimethylbenzenesulfonamide